N4-(1-(tert-butylsulfonyl)indolin-7-yl)-5-chloro-N2-(2-methoxy-4-(4-(4-methylpiperazin-1-yl)piperidin-1-yl)phenyl)pyrimidine-2,4-diamine C(C)(C)(C)S(=O)(=O)N1CCC2=CC=CC(=C12)NC1=NC(=NC=C1Cl)NC1=C(C=C(C=C1)N1CCC(CC1)N1CCN(CC1)C)OC